CCCCCCCCC(CCCCCCCC)OC(CCCCCCCN(CCCCCCCC(=O)OCCCCCCCCC)CCO)=O 8-((2-hydroxyethyl)(8-(nonyloxy)-8-oxooctyl)amino)octanoic acid heptadec-9-yl ester